C(C)OC(CCC(=O)C1=NC(=CC(=C1OCC1=CC=CC=C1)Br)C#N)=O 4-(3-Benzyloxy-4-bromo-6-cyano-pyridin-2-yl)-4-oxo-butyric acid ethyl ester